4-[(2R)-3-(3,4-dihydro-1H-isoquinolin-2-yl)-2-hydroxy-propyl]-2,2-dimethyl-8-(morpholinomethyl)-3H-1,4-benzoxazepin-5-one C1N(CCC2=CC=CC=C12)C[C@H](CN1CC(OC2=C(C1=O)C=CC(=C2)CN2CCOCC2)(C)C)O